C[C@@H]1O[C@H](CN(C1)CCN)C 2-((2S,6S)-2,6-dimethylmorpholino)ethanamine